3-(3-cyclopropyl-2-oxo-4-piperazin-1-yl-benzoimidazol-1-yl)piperidine-2,6-dione C1(CC1)N1C(N(C2=C1C(=CC=C2)N2CCNCC2)C2C(NC(CC2)=O)=O)=O